C(C)(C)(C)OC(=O)N1CCC(=CC1)C=1C=C2C(=NC(=NC2=C2C1CCC2)C)N[C@H](C)C2=CC(=CC(=C2)C(F)(F)F)N tert-butyl-(R)-4-(4-((1-(3-amino-5-(trifluoromethyl)phenyl)ethyl)amino)-2-methyl-8,9-dihydro-7H-cyclopenta[h]quinazolin-6-yl)-3,6-dihydropyridine-1(2H)-carboxylate